C(C)(C)(C)OC(=O)N[C@@H](C(C(=O)OC)CSC)C methyl (3R)-3-(tert-butoxycarbonylamino)-2-(methylsulfanylmethyl)butanoate